(S)-N-(5-bromo-2-(3,4-dimethylpiperazin-1-yl)phenyl)-3-methoxybenzamide BrC=1C=CC(=C(C1)NC(C1=CC(=CC=C1)OC)=O)N1C[C@@H](N(CC1)C)C